NC[C@@]1(OC2=C(C1)C(=C(C=C2)Cl)C2=C(C(=O)N)C=CC(=C2F)OC)C2=CC=CC=C2 2-((2S,4S)-2-(Aminomethyl)-5-chloro-2-phenyl-2,3-dihydrobenzofuran-4-yl)-3-fluoro-4-methoxybenzamide